FC=1C=C(C=C2CC(CC12)C=O)NC(=O)[C@H]1N(C[C@@H](C1)OC)C (2S,4R)-N-(7-Fluoro-2-formyl-indan-5-yl)-4-methoxy-1-methyl-pyrrolidine-2-carboxamide